OCC1CCC(CC1)N1N=C2C=NC(=CC2=C1)NC(=O)C1=NC(=CC=C1)C(F)(F)F N-[2-[4-(hydroxymethyl)cyclohexyl]pyrazolo[3,4-c]pyridin-5-yl]-6-(trifluoromethyl)pyridine-2-carboxamide